NC=1C2=C(N=CN1)N(C=C2C2=COC=C2)CC(=O)O 2-(4-amino-5-(furan-3-yl)-7H-pyrrolo[2,3-d]pyrimidin-7-yl)acetic acid